S1C=CC2=C1CCCC2 4,5,6,7-tetrahydro-1-benzothiophen